3-(4-(methyl)phenyl)propionic acid CC1=CC=C(C=C1)CCC(=O)O